2'-O-tert-butyldimethylsilyl-3',4'-didehydro-3'-deoxy-5'-pivaloylcytidine [Si](C)(C)(C(C)(C)C)O[C@H]1[C@@H](OC(=C1)C(O)C(C(C)(C)C)=O)N1C(=O)N=C(N)C=C1